tert-Butyl 4-(3-bromo-8-oxo-6,7,8,9-tetrahydro-5H-pyrido[2,3-b]azepin-7-yl)piperazine-1-carboxylate BrC1=CC2=C(NC(C(CC2)N2CCN(CC2)C(=O)OC(C)(C)C)=O)N=C1